4-(2-Chlorophenoxy)piperidine HCl Salt Cl.ClC1=C(OC2CCNCC2)C=CC=C1